(terphenylyl)[(diphenyl-d10)triazinylphenyl]dibenzofuran C1(=C(C=CC=C1)C1=C(C2=C(OC3=C2C=CC=C3)C=C1)C1=C(C(=C(C=C1)C1(C(C(C(C(C1[2H])([2H])[2H])([2H])[2H])([2H])[2H])([2H])[2H])[2H])C1(C(C(C(C(C1[2H])([2H])[2H])([2H])[2H])([2H])[2H])([2H])[2H])[2H])C1=NN=NC=C1)C=1C(=CC=CC1)C1=CC=CC=C1